(3-((tert-Butoxycarbonyl)amino)prop-1-yn-1-yl)-6-cyano-1H-indole-1-carboxylic acid tert-butyl ester C(C)(C)(C)OC(=O)N1C(=CC2=CC=C(C=C12)C#N)C#CCNC(=O)OC(C)(C)C